NC1=NC=NN2C1=C(C=C2C=2C=C(C(=NC2)OC)C(=O)N[C@@H]2CN(C[C@@H]2F)C2CCC(C1=CC=CC=C21)C)C(F)(F)F 5-[4-amino-5-(trifluoromethyl)-pyrrolo[2,1-f][1,2,4]triazin-7-yl]-N-[(3R,4S)-4-fluoro-1-(4-methyl-1,2,3,4-tetrahydro-naphthalen-1-yl)pyrrolidin-3-yl]-2-methoxypyridine-3-carboxamide